NCC(C1=CC=C(C=C1)F)N1CC2(CN(C2)C(=O)OC(C)(C)C)C1 tert-butyl 6-(2-amino-1-(4-fluorophenyl)ethyl)-2,6-diazaspiro[3.3]heptane-2-carboxylate